[6-bromo-5-(2-chlorophenyl)-[1,3]thiazolo[4,5-b]pyridin-3(2H)-yl][2-(trifluoromethyl)phenyl]methanone BrC=1C=C2C(=NC1C1=C(C=CC=C1)Cl)N(CS2)C(=O)C2=C(C=CC=C2)C(F)(F)F